CN1N=C(C2=CC=CC(=C12)NS(=O)(=O)C=1C=NN(C1)C1=CC(=NC=C1)C(F)(F)F)C N-(1,3-DIMETHYL-1H-INDAZOL-7-YL)-1-(2-(TRIFLUOROMETHYL)PYRIDIN-4-YL)-1H-PYRAZOLE-4-SULFONAMIDE